ClC=1C=C(C=C(C1CC=1OC(N(N1)C(C)C)=O)Cl)C=1C(NC(NN1)=O)=O 6-(3,5-dichloro-4-((4-isopropyl-5-oxo-4,5-dihydro-1,3,4-oxadiazol-2-yl)methyl)phenyl)-1,2,4-triazine-3,5(2H,4H)-dione